3-(3-((3-(3-((6-fluoro-4-(methylsulfonyl)-1H-indol-5-yl)oxy)phenyl)-1-methyl-1H-1,2,4-triazol-5-yl)methyl)phenyl)propanoic acid FC1=C(C(=C2C=CNC2=C1)S(=O)(=O)C)OC=1C=C(C=CC1)C1=NN(C(=N1)CC=1C=C(C=CC1)CCC(=O)O)C